BrC=1C=CC2=C(C(=N[C@H](C=3N2C(=NN3)S)CCC(=O)OC)C3=C(C=CC=C3)F)C1 methyl (S)-3-(8-bromo-6-(2-fluorophenyl)-1-mercapto-4H-benzo[f][1,2,4]triazolo[4,3-a][1,4]diazepin-4-yl)propionate